4-(Difluoromethoxy)-2-((4-(6-((4-fluorobenzyl)oxy)pyridin-2-yl)piperidin-1-yl)methyl)-1-methyl-1H-benzo[d]imidazole-6-carboxylic acid FC(OC1=CC(=CC=2N(C(=NC21)CN2CCC(CC2)C2=NC(=CC=C2)OCC2=CC=C(C=C2)F)C)C(=O)O)F